C(C)(C)(C)OC(=O)N1CCC(CC1)C1=CC(=C(C=C1)C=1C=C2C(N(CC2=C(C1)F)C(C(=O)OCC)C1=C2N(C=N1)CCC2)=O)C 4-[4-[2-[1-(6,7-dihydro-5H-pyrrolo[1,2-c]imidazol-1-yl)-2-ethoxy-2-oxo-ethyl]-7-fluoro-3-oxo-isoindolin-5-yl]-3-methyl-phenyl]piperidine-1-carboxylic acid tert-butyl ester